ClC=1C=NC(=C(C(=O)NC2CCC(CC2)CN2C(N(C3=C2C=CC=C3)C=3C=CC=C2C=CC=NC32)=O)C1)C(F)(F)F 5-chloro-N-((1r,4r)-4-((2-oxo-3-(quinolin-8-yl)-2,3-dihydro-1H-benzo[d]imidazol-1-yl)methyl)cyclohexyl)-2-(trifluoromethyl)nicotinamide